(Methylmalonic Acid) methylmalonate CC(C(=O)O)C(=O)O.CC(C(=O)O)C(=O)O